ClC=1C=CC(=NC1)C1=NOC(=N1)NC=1C=CC(=NC1)C#N 5-((3-(5-chloropyridin-2-yl)-1,2,4-oxadiazol-5-yl)amino)picolinonitrile